NCCNC(=O)C=1N=C(OC1C1=C(C=CC=C1)[N+](=O)[O-])C1=CC=C(C=C1)C(F)(F)F (2-aminoethyl)-5-(2-nitrophenyl)-2-(4-(trifluoromethyl)phenyl)oxazole-4-carboxamide